FC(OC1=CC(=NC=C1F)NC(OCC=1C=C2C(N(CC2=CC1)C1C(NC(CC1)=O)=O)=O)=O)F (2-(2,6-dioxopiperidin-3-yl)-3-oxoisoindolin-5-yl)methyl (4-(difluoromethoxy)-5-fluoropyridin-2-yl)carbamate